C(#N)C1CC(C1)C1=NC=CC(=C1NC(=O)C=1C=NC(=NC1)C(C)C)C1=C(C=CC(=C1)F)F N-(2-(3-cyanocyclobutyl)-4-(2,5-difluorophenyl)pyridin-3-yl)-2-isopropylpyrimidine-5-carboxamide